(7-methylimidazo[1,2-a]pyridin-5-yl)methanone CC1=CC=2N(C(=C1)C=O)C=CN2